C1=2C=C(C=CC2CC1)[C@@H]1[C@@H](C=2C=CC(=CC2CC1)O)C1=CC=C(C=C1)N1CCC(CC1)C(OC)OC (5R,6S)-6-(bicyclo[4.2.0]octa-1(6),2,4-trien-3-yl)-5-(4-(4-(dimethoxymethyl)piperidin-1-yl)phenyl)-5,6,7,8-tetrahydronaphthalen-2-ol